Cl.[Cl-].N[C@H]1[C@H]2SCC(=C(N2C1=O)C(=O)O)SC=1SC=C(N1)C1=CC=[N+](C=C1)C 4-(2-(((6r,7r)-7-amino-2-carboxy-8-oxo-5-thia-1-azabicyclo[4.2.0]oct-2-en-3-yl)thio)thiazol-4-yl)-1-methylpyridin-1-ium chloride hydrochloride